C=C\C=C/CCCCC(CCCCCCCCCC)=O (3Z,6Z)-nonadecadiene-9-one